N[C@H](CC(=O)O)C1CCC1 (R)-3-AMINO-3-CYCLOBUTYL-PROPIONIC ACID